FC=1C=C(C=CC1OC1=CC=NC2=CC(=C(C=C12)C(NC)=O)OC)NC(=O)C1(CC1)C(=O)NC1=CC=C(C=C1)C(F)(F)F 1-N'-[3-fluoro-4-[7-methoxy-6-(methylcarbamoyl)quinolin-4-yl]oxyphenyl]-1-N-[4-(trifluoromethyl)phenyl]cyclopropane-1,1-dicarboxamide